BrC=1N=CNC1C1CC1 4-bromo-5-cyclopropyl-1H-imidazole